C1(CCC1)CN1C(C=NC2=CC=CC=C12)=O 1-(cyclobutylmethyl)quinoxalin-2-one